[F-].C[NH+]1C(CCCC1)C 1,2-Dimethylpiperidinium fluorid